CC1=NN(C(=N1)C)C1=NC(=NC=C1F)N1CCN(CC1)C(=O)N1N=CCC1C=1N=C(SC1)C (4-(4-(3,5-dimethyl-1H-1,2,4-triazol-1-yl)-5-fluoropyrimidin-2-yl)piperazin-1-yl)(5-(2-methylthiazol-4-yl)-4,5-dihydro-1H-pyrazol-1-yl)methanone